C(C1=CC=C(C(C(=O)O)=C1)O)C1=CC=C(C(C(=O)O)=C1)O 5,5'-methylenedisalicylic acid